barium-cobalt [Co].[Ba]